CC1=C(C=C(C=N1)C#CC=1C=NC(=NC1)N)N1N=C2C(=N1)CCC2C2=CC=CC=C2 5-((6-methyl-5-(4-phenyl-5,6-dihydrocyclopenta[d][1,2,3]triazol-2(4H)-yl)pyridin-3-yl)ethynyl)pyrimidin-2-amine